C(CO)(=O)OC=C glycoloxy-ethylene